C(/C1=CC=CC=C1)=N\C(C(=O)OCC)(CCCC)CCCC ethyl (E)-2-(benzylidene amino)-2-butylhexanoate